C1(CC1)C1=C(C=CC=C1C(=O)N1CCOCC1)NC1=C(C=C(C(=O)N=C2NCCN2)C=C1)C(F)(F)F 4-{[2-cyclopropyl-3-(morpholine-4-carbonyl)phenyl]amino}-N-[(2Z)-imidazolidin-2-ylidene]-3-(trifluoromethyl)benzamide